C(CC)(=O)O[C@H]1CC[C@@H]2[C@@]1(CC[C@@H]1[C@]3(CCC=4N=C(SC4C3=CC[C@@H]21)NC2=CC(=CC=C2)O)C)C (5aR,5bS,7aS,8S,10aS,10bR)-2-((3-hydroxyphenyl)amino)-5a,7a-dimethyl-5,5a,5b,6,7,7a,8,9,10,10a,10b,11-dodecahydro-4H-cyclopenta[7,8]phenanthro[2,1-d]thiazol-8-yl propionate